S-(5-(4-chlorophenyl)pentyl)ethanethioate ClC1=CC=C(C=C1)CCCCCS=C(C)[O-]